4-chloro-7-fluoro-2-methyl-quinazoline ClC1=NC(=NC2=CC(=CC=C12)F)C